[OH-].[NH4+].C1(=CC=CC=C1)C1=C(C(=C(C=C1)C1=C(C=CC=2SC3=C(C21)C=CC=C3)C3=CC=CC=C3)C3=NN=NC=C3)C3=CC=CC=C3 diphenyltriazinyl-(phenyldibenzothiophenyl)benzene ammonium hydroxide